1-((3R,4S)-3-((2-chloro-7H-pyrrolo[2,3-d]pyrimidin-4-yl)oxy)-4-fluoropiperidin-1-yl)prop-2-en-1-one ClC=1N=C(C2=C(N1)NC=C2)O[C@@H]2CN(CC[C@@H]2F)C(C=C)=O